COC(C1=C(C=CC(=C1)S(NC(CN(C)C)C1=CC(=C(C=C1)Cl)Cl)(=O)=O)OC(F)(F)F)=O.CC1=C(C(=CC(=C1)C)C)N1CN(CC1)C1=C(C=C(C=C1C)C)C 1,3-bis(2,4,6-trimethylphenyl)imidazolin methyl-5-(N-(1-(3,4-dichlorophenyl)-2-(dimethylamino)ethyl)sulfamoyl)-2-(trifluoromethoxy)benzoate